trimethylimidazoline CC1N=C(N(C1)C)C